S(=O)(=O)(O)O[C@@H]1CC2=CC[C@H]3[C@@H]4CC[C@H]([C@@H](CCCC(CO)C)C)[C@]4(CC[C@@H]3[C@]2(CC1)C)C hydroxylcholesterol sulfate